Methacryloxyethyltriethoxysilane C(C(=C)C)(=O)OCC[Si](OCC)(OCC)OCC